monoaminoborane NB